N1CCC2(CC1)C(NC1=CC=CC=C12)=O spiro[indoline-3,4'-piperidin]-2-one